(6aR,10aR)-6,6,9-trimethyl-3-pentyl-6a,7,10,10a-tetrahydrobenzo[c]chromen-1-ol CC1(OC=2C=C(C=C(C2[C@H]2[C@H]1CC=C(C2)C)O)CCCCC)C